The molecule is (E)-3,7,11,15-tetramethylhexadec-2-en-1-yl diphosphate in which both stereocentres have (R)-configuration. It derives from a phytol. It is a conjugate acid of a phytyl diphosphate(3-). C[C@@H](CCC[C@@H](C)CCC/C(=C/COP(=O)(O)OP(=O)(O)O)/C)CCCC(C)C